FC(CO)(C)C 2-Fluoro-2-methyl-1-propanol